N-(3-(5-fluoropyrimidin-2-yl)-4-methylphenyl)-1-(1-hydroxyethyl)-3-methyl-6-azabicyclo[3.1.1]heptane-6-carboxamide FC=1C=NC(=NC1)C=1C=C(C=CC1C)NC(=O)N1C2CC(CC1(C2)C(C)O)C